FC1(CN(CC1)C1=NC=CC(=C1C=1NC(=C(N1)C1=CC=CC=C1)C)C1=CC=CC=C1)F (3,3-Difluoropyrrolidin-1-yl)-3-(5-methyl-4-phenyl-1H-imidazol-2-yl)-4-phenylpyridine